N1=C(C=CC=C1)C#CC12CN(CC2C1)C=1C=C(C#N)C=CN1 2-(1-(pyridin-2-ylethynyl)-3-azabicyclo[3.1.0]hexan-3-yl)isonicotinonitrile